C(C)(C)(C)N1C=C(C=C1)C(=O)NCC1=NC(=NO1)C=1N(C2=CC=CC(=C2C1)N[C@H]1[C@H](CN(CC1)C1CC1)F)CC(F)(F)F 1-tert-butyl-N-{[3-(4-{[(3S,4R)-1-cyclopropyl-3-fluoropiperidin-4-yl]amino}-1-(2,2,2-trifluoroethyl)-1H-indol-2-yl)-1,2,4-oxadiazol-5-yl]methyl}-1H-pyrrole-3-carboxamide